4,4'-diphenyl-stilbene C1(=CC=CC=C1)C1=CC=C(C=C1)C=CC1=CC=C(C=C1)C1=CC=CC=C1